NC1=C(C=CC(=C1)N1CCC(CC1)F)O 2-Amino-4-(4-fluoro-1-piperidyl)phenol